C(#N)C1=C(OCC2=CC=C(C(=O)N(C)C)C=C2)C=CC(=C1)C=O 4-((2-Cyano-4-formylphenoxy)methyl)-N,N-di-methylbenzamide